1-(3-(3-(1H-imidazol-1-yl)quinoxaline-6-carbonyl)-5-fluorophenyl)-3-(4-fluorophenyl)urea N1(C=NC=C1)C=1C=NC2=CC=C(C=C2N1)C(=O)C=1C=C(C=C(C1)F)NC(=O)NC1=CC=C(C=C1)F